4,4'-((methylenebis(4,1-phenylene))bis(oxy))bis(3-chloro-2,6-diethylaniline) C(C1=CC=C(C=C1)OC1=C(C(=C(N)C(=C1)CC)CC)Cl)C1=CC=C(C=C1)OC1=C(C(=C(N)C(=C1)CC)CC)Cl